NC=1CCNSC1 5-amino-2,3-dihydrothiazine